C1(=CC=CC=C1)NC1=NC=NC(=C1)N1CCN(CC1)C1=CC=CC=C1 N-phenyl-6-(4-phenylpiperazin-1-yl)pyrimidin-4-amine